[C@H]12CN(C[C@H](CC1)N2)C2=NC(=NC1=C(C(=C(C=C21)Cl)C2=CC(=CC1=CC=CC=C21)O)F)OCCCN2CCN(CC2)C 4-((S or R)-4-((1R,5S)-3,8-diazabicyclo[3.2.1]octan-3-yl)-6-chloro-8-fluoro-2-(3-(4-methyl-piperazin-1-yl)propoxy)quinazolin-7-yl)naphthalen-2-ol